(N-(2-aminoethyl)amino)propyltrimethoxysilane NCCNCCC[Si](OC)(OC)OC